NC1=CC=C(C=C1)C(NC(=O)C=1C(NC(=CC1)C(F)(F)F)=O)C1=CC=CC=C1 N-((4-aminophenyl)(phenyl)methyl)-2-oxo-6-(trifluoromethyl)-1,2-dihydropyridine-3-carboxamide